C(#N)C1CCN(CC1)C1=C(C=C2CN(C(C2=C1)=O)C[C@H](C(C)(C)O)F)NC(=O)C=1C=NN2C1N=CC=C2 (R)-N-(6-(4-cyanopiperidin-1-yl)-2-(2-fluoro-3-hydroxy-3-methylbutyl)-1-oxoisoindolin-5-yl)pyrazolo[1,5-a]pyrimidine-3-carboxamide